(5-methylsulfanyl-1,3,4-thiadiazol-2-yl)isoxazolo[4,3-h]quinoline-3-carboxamide CSC1=NN=C(S1)C1=CC=2C=CC=NC2C=2C1=C(ON2)C(=O)N